5-(2-chlorophenoxy)-3-((2,6-difluorobenzyl)amino)-4H-benzo[e][1,2,4]thiadiazine 1,1-dioxide ClC1=C(OC2=CC=CC3=C2NC(=NS3(=O)=O)NCC3=C(C=CC=C3F)F)C=CC=C1